2-fluoro-6-(4-hydroxy-3-methylanilino)-9-(oxepan-2-yl)-9H-purine FC1=NC(=C2N=CN(C2=N1)C1OCCCCC1)NC1=CC(=C(C=C1)O)C